N1CC(C1)N1C(N(C2=C1C=C(C(=C2)F)Br)CC2=NC=C(C=C2)C=2OC(=NN2)C(F)F)=O 1-(azetidin-3-yl)-6-bromo-3-((5-(5-(difluoromethyl)-1,3,4-oxadiazol-2-yl)pyridin-2-yl)methyl)-5-fluoro-1,3-dihydro-2H-benzo[d]imidazol-2-one